COC(=O)C1(C(NC1)C)C1=CC=C(C=C1)C 2-methyl-3-(4-methylphenyl)azetidine-3-carboxylic acid methyl ester